C(#N)C1=C(OC=2C=C3C(N(C=NC3=CC2)[C@@H]2COC3(CN(C3)C(=O)OC(C)(C)C)C2)=O)C(=CC=C1NS(N(C)CC)(=O)=O)F tertbutyl (7s)-7-[6-[2-cyano-3-[[ethyl(methyl)sulfamoyl]amino]-6-fluoro-phenoxy]-4-oxo-quinazolin-3-yl]-5-oxa-2-azaspiro[3.4]octane-2-carboxylate